OC(C[C@H](N)C(=O)O)CNC(N)=N (S)-gamma-hydroxy-L-arginine